cis-N-(3-cyclobutyl-4-(trifluoromethyl)phenyl)-3-methyl-1-(5-methyl-1,3,4-oxadiazol-2-yl)-6-azabicyclo[3.1.1]heptane-6-carboxamide C1(CCC1)C=1C=C(C=CC1C(F)(F)F)NC(=O)N1C2CC(CC1(C2)C=2OC(=NN2)C)C